C(C)N(C1=CC=C(C=N1)C1=C2C=C(C(=CC2=CC=2C=COC21)OC)OC)C 9-(6-(ethyl(methyl)amino)pyridin-3-yl)-6,7-dimethoxynaphtho[2,3]furan